1-((3-chlorophenyl)sulfonyl)piperidine-4-carboxylic acid ClC=1C=C(C=CC1)S(=O)(=O)N1CCC(CC1)C(=O)O